Tris(2,2-Bipyridyl) Ruthenium(II) chloride [Ru](Cl)Cl.N1=C(C=CC=C1)C1=NC=CC=C1.N1=C(C=CC=C1)C1=NC=CC=C1.N1=C(C=CC=C1)C1=NC=CC=C1